2-fluoro-3-((5-methyl-4-nitro-1H-pyrazol-3-yl)oxy)propan-1-ol FC(CO)COC1=NNC(=C1[N+](=O)[O-])C